CN1C(C2(CC1)CCN(CC2)C2=CC(=NC(=N2)C=2C=NC=CC2)NC=2C=C(C(=O)O)C=CN2)=O 2-((6-(2-methyl-1-oxo-2,8-diazaspiro[4.5]decan-8-yl)-2-(pyridin-3-yl)pyrimidin-4-yl)amino)isonicotinic acid